C1(CC1)C=1N=NN(C1)[C@H](C(=O)N1[C@@H](C[C@H](C1)O)C(=O)NCCF)C(C)(C)C (2S,4r)-1-((S)-2-(4-cyclopropyl-1H-1,2,3-triazol-1-yl)-3,3-dimethylbutyryl)-N-(2-fluoroethyl)-4-hydroxypyrrolidine-2-carboxamide